rac-(E)-2-[2-(dimethylamino)-4-methyl-5-pyrimidinylcarbonylamino]-5,5-dimethyl-3-hexenoic acid CN(C1=NC=C(C(=N1)C)C(=O)NC(C(=O)O)\C=C\C(C)(C)C)C